[Se-2].[Se-2].[Se-2].[Cr+6] chromium triselenide